FC1=NC=CC(=C1)OCCCC(=O)NCC(=O)OC(C)(C)C tert-butyl (4-((2-fluoropyridin-4-yl)oxy)butanoyl)glycinate